CP(=O)(C)C1=C(C=CC=C1)NC=1C2=C(N=C(N1)NC=1C=C3CCC=NC3=CC1)NC=C2 6-((4-((2-(dimethylphosphoryl)phenyl)amino)-7H-pyrrolo[2,3-d]pyrimidin-2-yl)amino)-3,4-dihydroquinolin